[Si](C)(C)(C(C)(C)C)OC=1C=CC2=C(C(=C(O2)C(F)F)C(=O)OCC)C1 ethyl 5-((tert-butyldimethylsilyl)oxy)-2-(difluoromethyl)benzofuran-3-carboxylate